COC1=C(C(=CC(=C1)CCC)OC)[C@H]1[C@@H](CCC(=C1)C)C(=O)OC (1R,2R)-methyl 2-(2,6-dimethoxy-4-propylphenyl)-4-methylcyclohex-3-enecarboxylate